ClC1=CC=C(C=C1)C1=C(C=CC=C1)CN1CC(C(CC1)NC=1C=C2CN(C(C2=CC1)=O)C1C(NC(CC1)=O)=O)(F)F 3-(5-((1-((4'-chloro-[1,1'-biphenyl]-2-yl)methyl)-3,3-difluoropiperidin-4-yl)amino)-1-oxoisoindolin-2-yl)piperidine-2,6-dione